N1=C(N)N=C(N)N=C1N melamine